COC1=CC=C(C=C1)C1=NN2C(=NC=3C=CC=CC3C2=N1)N[C@@H]1C(NCCC1)=O (3S)-3-{[2-(4-methoxyphenyl)[1,2,4]triazolo[1,5-c]quinazolin-5-yl]amino}piperidin-2-one